C(N)(=O)C1=CC=C(C=C1)C(C1=CC=C(C(=O)OC)C=C1)OC1=CC=C2C(CCOC2=C1C)=O methyl 4-((4-carbamoylphenyl)((8-methyl-4-oxochroman-7-yl)oxy)methyl)benzoate